NC1=NC=CC(=C1)C1=CC=2C(=NC=CC2S1)N(C(C1=C(C=C(C=C1)N1N=NC=2C1=NC=CC2)F)=O)[C@H]2CNCCC2 N-[2-(2-amino-4-pyridyl)thieno[3,2-c]pyridin-4-yl]-2-fluoro-N-[(3R)-3-piperidyl]-4-(triazolo[4,5-b]pyridin-3-yl)benzamide